7-(3,4-dimethoxyphenyl)-N-(5-(dimethylamino)pyridin-2-yl)pyrazolo[1,5-a]pyrimidine-2-carboxamide COC=1C=C(C=CC1OC)C1=CC=NC=2N1N=C(C2)C(=O)NC2=NC=C(C=C2)N(C)C